6-bromo-2-(2,2,2-trifluoroethyl)-3,4-dihydroisoquinolin-1(2H)-one BrC=1C=C2CCN(C(C2=CC1)=O)CC(F)(F)F